3-cyclopropyl-8-hydroxy-N-(2-methylpropyl)-7,8-dihydro-6H-cyclopenta[g]Isoquinoline-5-sulfonylAmine C1(CC1)C=1N=CC=2C=C3C(=C(C2C1)S(=O)(=O)NCC(C)C)CCC3O